N-(2-methyl-5-(2-(6-(4-methylpiperazin-1-yl)pyridin-3-yl)-1H-pyrrolo[2,3-b]pyridin-3-yl)phenyl)acrylamide CC1=C(C=C(C=C1)C1=C(NC2=NC=CC=C21)C=2C=NC(=CC2)N2CCN(CC2)C)NC(C=C)=O